methyl 5-oxo-2,3,4,5-tetrahydrobenzo[b]thiepine-8-carboxylate O=C1C2=C(SCCC1)C=C(C=C2)C(=O)OC